dibutyl-tin divalerate C(CCCC)(=O)[O-].C(CCCC)(=O)[O-].C(CCC)[Sn+2]CCCC